(S)-2,2,2-trifluoro-1-(3-phenyl-8-(5-(trifluoromethyl)-1,2,4-oxadiazol-3-yl)-2,3-dihydrobenzo[f][1,4]oxazepin-4(5H)-yl)ethan-1-one FC(C(=O)N1[C@H](COC2=C(C1)C=CC(=C2)C2=NOC(=N2)C(F)(F)F)C2=CC=CC=C2)(F)F